C[C@H](C(=O)N1[C@H](CCCC1)C=1NC(=CN1)C1=CC=C(C=C1)C)CC (S)-2-methyl-1-((R)-2-(5-(p-tolyl)-1H-imidazol-2-yl)piperidin-1-yl)butan-1-one